OC=1C=C(C=CC1C1=CC2=C(N=N1)N(N=N2)C2CC(NC(C2)(C)C)(C)C)C2=CC=C(N=N2)O 6-{3-hydroxy-4-[3-(2,2,6,6-tetramethylpiperidin-4-yl)-3H-[1,2,3]triazolo[4,5-c]pyridazin-6-yl]phenyl}pyridazin-3-ol